COC([O-])=O.C(CCC)[N+](C)(CCCC)CCCC tributyl-methyl-ammonium methyl-carbonate